C(C)(C)(C)OC(=O)N1CC2(C1)CC(C2)OCC=O 6-(2-oxoethoxy)-2-azaspiro[3.3]Heptane-2-carboxylic acid tert-butyl ester